C(C)(C)(C)OC(=O)N1C[C@H](N(CC1)C(C1=C(C(=C(C=C1)Br)Cl)F)=O)CO (S)-4-(4-bromo-3-chloro-2-fluorobenzoyl)-3-(hydroxymethyl)piperazine-1-carboxylic acid tert-butyl ester